BrC1=CC=C(C=C1)NC(=O)NN1C(NC(C1=O)(C1CC1)C1CC1)=O 1-(4-bromophenyl)-3-(4,4-dicyclopropyl-2,5-dioxoimidazolidin-1-yl)urea